[(4S)-7,8-dichloro-6-(3-fluoro-2-pyridyl)-4-methyl-4H-[1,2,4]triazolo[1,5-a][1,4]benzodiazepin-2-yl]-(6-oxa-2-azaspiro[3.4]octan-2-yl)methanone ClC1=C(C=CC2=C1C(=N[C@H](C=1N2N=C(N1)C(=O)N1CC2(C1)COCC2)C)C2=NC=CC=C2F)Cl